N1[C@@H](CCC1)CCNC(O[C@H]1[C@H](NC[C@@H]1O)CC1=CC=C(C=C1)C1=CC=NS1)=O (2R,3S,4S)-4-hydroxy-2-{[4-(1,2-thiazol-5-yl)phenyl]methyl}pyrrolidin-3-yl N-{2-[(2S)-pyrrolidin-2-yl]ethyl}carbamate